N-[4-(1-benzyl-1H-pyrazol-4-yl)-3-{[(dimethylamino)methylidene]sulfamoyl}phenyl]-2-(2-chlorophenyl)acetamide C(C1=CC=CC=C1)N1N=CC(=C1)C1=C(C=C(C=C1)NC(CC1=C(C=CC=C1)Cl)=O)S(N=CN(C)C)(=O)=O